ClC1=CC(=C(C=C1)C1(OC2=C(O1)C=CC=C2C2CCN(CC2)CC=2N(C(=CN2)/C=C/C(=O)OCC)CCN(C(C)=O)C)C)F ethyl (E)-3-(2-((4-(2-(4-chloro-2-fluorophenyl)-2-methylbenzo[d][1,3]dioxol-4-yl)piperidin-1-yl)methyl)-1-(2-(N-methylacetamido)ethyl)-1H-imidazol-5-yl)acrylate